1-[(4,5-difluoro-2-methoxyphenyl)methyl]-1-(1-methylpiperidin-4-yl)-3-{[4-(propane-2-yloxy)phenyl]methyl}urea FC1=CC(=C(C=C1F)CN(C(=O)NCC1=CC=C(C=C1)OC(C)C)C1CCN(CC1)C)OC